BrC1=C(C=C2C(=NC(=NC2=C1F)Cl)OCC1=CC=C(C=C1)OC)Cl 7-bromo-2,6-dichloro-8-fluoro-4-((4-methoxybenzyl)oxy)quinazoline